2-(6-(((1S,2S,3R,5R)-2-fluoro-1-methyl-9-azabicyclo[3.3.1]nonan-3-yl)oxy)-1,2,4-triazin-3-yl)-5-(1H-imidazol-1-yl)phenol F[C@H]1[C@@]2(CCC[C@H](C[C@H]1OC1=CN=C(N=N1)C1=C(C=C(C=C1)N1C=NC=C1)O)N2)C